trans-3-(4-(5-chloro-1H-indazol-6-yl)piperazin-1-yl)-2-methyloxetane-3-carbonitrile ClC=1C=C2C=NNC2=CC1N1CCN(CC1)[C@]1([C@@H](OC1)C)C#N